8-(3-isopropyl-5-(piperidin-4-yl)-1H-indol-2-yl)-2,5-dimethyl-[1,2,4]triazolo[1,5-a]pyridine C(C)(C)C1=C(NC2=CC=C(C=C12)C1CCNCC1)C=1C=2N(C(=CC1)C)N=C(N2)C